C(#N)[C@H]1N(CCC1)C(CN1C[C@H](CC1)NC(=O)C1=COC2=C1C=CC(=C2)O)=O N-((S)-1-(2-((S)-2-Cyanopyrrolidin-1-yl)-2-oxoethyl)pyrrolidin-3-yl)-6-hydroxybenzofuran-3-carboxamid